CC1=CC=C(C=N1)COC1=CC=C(C=N1)C=O 6-(6-methylpyridin-3-ylmethoxy)pyridine-3-carbaldehyde